CC=1C=C(C(=O)OCC2=CC(=CC=C2)C)C=CC1 3-methylbenzyl 3-methylbenzoate